hydroxyl-[1,1'-biphenyl]-2-sulfinic acid potassium [K].OC1=C(C(=CC=C1)C1=CC=CC=C1)S(=O)O